4-(4-(Benzo[d]thiazol-7-yl)phenyl)-N-(2-ethynylthiazol-4-yl)piperidine-1-carboxamide S1C=NC2=C1C(=CC=C2)C2=CC=C(C=C2)C2CCN(CC2)C(=O)NC=2N=C(SC2)C#C